N-((2-bromophenyl)sulfonyl)-3-(3,4,5-trimethoxyphenyl)-1H-pyrazole-5-carboxamide BrC1=C(C=CC=C1)S(=O)(=O)NC(=O)C1=CC(=NN1)C1=CC(=C(C(=C1)OC)OC)OC